ClC1=C(C=CC(=N1)C(=O)NC([2H])([2H])[2H])N1CCN(CC1)CC=1C(=C2NC(C(=NC2=CC1)C)=O)C 6-chloro-5-(4-((2,5-dimethyl-3-oxo-4H-quinoxalin-6-yl)methyl)piperazin-1-yl)-N-(Methyl-d3)pyridine-2-carboxamide